phenylhydrazine hydrochloride Cl.C1(=CC=CC=C1)NN